eugenol-d3 [2H]C([2H])([2H])OC1=C(C=CC(=C1)CC=C)O